2-[5-(diethylamino)-2-hydroxypent-3-yn-1-yl]isoindole-1,3-dione C(C)N(CC#CC(CN1C(C2=CC=CC=C2C1=O)=O)O)CC